5-methyl-2-(methylthio)-6-(trifluoromethyl)pyrimidin-4-ol CC=1C(=NC(=NC1C(F)(F)F)SC)O